(R)-4-((3S,8S,9S,10R,13R,14S,17R)-3-hydroxy-10,13-dimethyl-2,3,4,7,8,9,10,11,12,13,14,15,16,17-tetradecahydro-1H-cyclopenta[a]phenanthren-17-yl)-N-(2-methoxyethoxy)-N-methylpentanamide O[C@H]1CC[C@@]2([C@H]3CC[C@@]4([C@H](CC[C@H]4[C@@H]3CC=C2C1)[C@@H](CCC(=O)N(C)OCCOC)C)C)C